BrC1=C(CC(C(=O)O)CCCC)C=CC=C1 2-(2-bromobenzyl)hexanoic acid